ClC1=C(C=CC(=C1)C)N(C=1C=CC(=C(C(=O)N2CCN(CC2)CC2=NC3=C(N2CC2=CN=CN2CC)C=C(C=C3)C(=O)O)C1)C)C 2-[(4-{5-[(2-chloro-4-methylphenyl)(methyl)amino]-2-methylbenzoyl}piperazin-1-yl)methyl]-1-[(1-ethyl-1H-imidazol-5-yl)methyl]-1H-1,3-benzodiazole-6-carboxylic acid